ClC=1C=C(C=C(C1)C(=O)N1CCOCC1)B(O)O 3-CHLORO-5-(MORPHOLINE-4-CARBONYL)PHENYLBORONIC ACID